1-((3R,4S)-3-((5-(3-(2,2-difluoroethyl)-2-methyl-3H-imidazo[4,5-b]pyridin-5-yl)pyrrolo[2,1-f][1,2,4]triazin-2-yl)amino)-4-fluoropyrrolidin-1-yl)ethan-1-one FC(CN1C(=NC=2C1=NC(=CC2)C=2C=CN1N=C(N=CC12)N[C@@H]1CN(C[C@@H]1F)C(C)=O)C)F